(5-(1-(2-(4-chlorophenyl)acetyl)-1,2,5,6-tetrahydropyridin-4-yl)-3-benzyloxy-pyridine-2-carbonyl)glycine methyl ester COC(CNC(=O)C1=NC=C(C=C1OCC1=CC=CC=C1)C1=CCN(CC1)C(CC1=CC=C(C=C1)Cl)=O)=O